4-(4-(3-methyl-oxetan-3-yl)phenoxy)butanoic acid CC1(COC1)C1=CC=C(OCCCC(=O)O)C=C1